C1(CC1)CN1CC2(CN(C2)C2=C(N=C(S2)C2=NNC(=C2CC(F)(F)F)C=2C=C(C=3N(C2)N=CN3)OC)C)C1 5-(6-(cyclopropylmethyl)-2,6-diazaspiro[3.3]heptan-2-yl)-2-(5-(8-methoxy-[1,2,4]triazolo[1,5-a]pyridin-6-yl)-4-(2,2,2-trifluoroethyl)-1H-pyrazol-3-yl)-4-methylthiazole